N-(1-(2-(4-(trifluoromethyl)phenyl)quinazolin-4-yl)pyrrolidin-3-yl)acrylamide FC(C1=CC=C(C=C1)C1=NC2=CC=CC=C2C(=N1)N1CC(CC1)NC(C=C)=O)(F)F